1-((4AR,6R,7aS)-2-(3-fluorobenzyloxy)-2-oxo-4H-furo[3,2-d][1,3,2]dioxaphosphorin-6-yl)-5-fluoropyrimidine-2,4(1H,3H)-dione FC=1C=C(COP2(OCC3=C(O2)C=C(O3)N3C(NC(C(=C3)F)=O)=O)=O)C=CC1